(1-(3-chloro-2-fluorobenzyl)cyclobutyl)methanamine ClC=1C(=C(CC2(CCC2)CN)C=CC1)F